C(C=C)(=O)NC=1C=C(C=CC1N1CCN(CC1)C)NC1=NC=2N(C(=N1)C1=CSC3=C1C=CC=C3)N=CC2 2-(3-acrylamido-4-(4-methylpiperazino)phenylamino)-4-(benzothien-3-yl)pyrazolo[1,5-a][1,3,5]triazine